1,1-dioxo-1λ6-thiomorpholine O=S1(CCNCC1)=O